N'-acetyl-4-amino-N-((5,6-difluoro-1-methyl-1H-benzo[d]imidazol-2-yl)methyl)-N',1-dimethyl-1H-pyrazolo[4,3-c]quinoline-8-carbohydrazide C(C)(=O)N(N(C(=O)C1=CC=2C3=C(C(=NC2C=C1)N)C=NN3C)CC3=NC1=C(N3C)C=C(C(=C1)F)F)C